COC1=CC=C(C=C1)NC=1C=C(C#N)C=CC1 3-(4-methoxyphenylamino)-benzonitrile